ClC1=C(C(=CC(=C1)Cl)F)NC=1N(C2=NC(=NC=C2N1)N[C@@H](C(F)(F)F)CO)C1CCC(CC1)C(=O)N (1S,4s)-4-(8-(2,4-dichloro-6-fluorophenylamino)-2-((R)-1,1,1-trifluoro-3-hydroxypropan-2-ylamino)-9H-purin-9-yl)cyclohexanecarboxamide